CC(C[C@@H](C(=O)N[C@@H](C[C@H]1C(NCC1)=O)C(COC1=C(C(=CC(=C1F)F)F)F)=O)NC(C(C(F)(F)F)NC1=C(C=CC=C1)F)=O)C (2S)-4-methyl-N-((S)-3-oxo-1-((S)-2-oxopyrrolidin-3-yl)-4-(2,3,5,6-tetrafluorophenoxy)butan-2-yl)-2-(3,3,3-trifluoro-2-((2-fluorophenyl)amino)propanamido)pentanamide